hydroxy-2-methyl-1,2,3,4-tetrahydroisoquinoline OC1N(CCC2=CC=CC=C12)C